FC=1C=NC(=NC1)N1CC(C1)C=1N=C(C2=C(C3=C(N=NC(=C3C)C)O2)N1)N [1-(5-Fluoropyrimidin-2-yl)azetidin-3-yl]-3,4-dimethyl-pyrimido[4',5':4,5]furo[2,3-c]pyridazin-8-amine